NC1=CC=C(C=C1)CCCCCCC(=O)NC1=CC=C(C=C1)NCC1=CC=C(C=C1)C(F)(F)F 7-(4-aminophenyl)-N-(4-((4-(trifluoromethyl)benzyl)amino)phenyl)heptanamide